CN1CCN(CC1)C1=CC=C(C=C1)C=1C=C2C(=NC1)C(=CO2)C(=C)C2=CC=CC=C2 6-(4-(4-methylpiperazin-1-yl)phenyl)-3-(1-phenylvinyl)furo[3,2-b]pyridine